FC1=CC=C(C=C1)C1=CC(=C(C=C1)NC(OC(C)(C)C)=O)NC(C1=CC=C(C=C1)S(=O)(=N)C=1N(C=NC1)COCC[Si](C)(C)C)=O tert-butyl N-[4-(4-fluorophenyl)-2-[[4-[[3-(2-trimethylsilylethoxymethyl)imidazol-4-yl]sulfonimidoyl]benzoyl]amino]phenyl]carbamate